C(C)OC(CCC1=C(C=CC(=C1)F)O)=O 3-(5-fluoro-2-hydroxyphenyl)propionic acid ethyl ester